N-[4-[6-[[(3aR,5s,6aS)-2-(tetra-hydropyran-4-ylmethyl)-3,3a,4,5,6,6a-hexahydro-1H-cyclopenta[c]pyrrol-5-yl]oxy]pyridazin-3-yl]phenyl]acetamide O1CCC(CC1)CN1C[C@@H]2[C@H](C1)CC(C2)OC2=CC=C(N=N2)C2=CC=C(C=C2)NC(C)=O